(S)-2-oxo-2-((1,1,1-trifluoropropan-2-yl)amino)acetic acid ethyl ester C(C)OC(C(N[C@H](C(F)(F)F)C)=O)=O